ClC1=C(C=CC=C1)C1CC2(C1)NC(N(C2=O)C=2C1=C(C=NC2)NC(N1)=O)=O 2-(2-chlorophenyl)-7-(2-oxo-2,3-dihydro-1H-imidazo[4,5-c]pyridin-7-yl)-5,7-diazaspiro[3.4]octane-6,8-dione